2-(2-chloro-4-nitrophenethoxy)acetic acid ClC1=C(CCOCC(=O)O)C=CC(=C1)[N+](=O)[O-]